N-(trifluoroacetyl)-L-valyl-(4R)-4-(trifluoromethyl)-L-prolyl-3-[(3S)-2-oxopyrrolidin-3-yl]-L-alaninamide FC(C(=O)N[C@@H](C(C)C)C(=O)N1[C@@H](C[C@H](C1)C(F)(F)F)C(=O)N[C@@H](C[C@H]1C(NCC1)=O)C(=O)N)(F)F